(((1s,4s)-4-aminocyclohexyl)amino)-1-methyl-3-(trifluoromethyl)pyridin-2(1H)-one trifluoroacetate FC(C(=O)O)(F)F.NC1CCC(CC1)NC1=C(C(N(C=C1)C)=O)C(F)(F)F